5-(((trans-3-(3-cyclopropyl-7-(piperazin-1-yl)-1H-indazol-1-yl)cyclobutyl)methyl)amino)-2-(2,6-dioxopiperidin-3-yl)isoindoline-1,3-dione C1(CC1)C1=NN(C2=C(C=CC=C12)N1CCNCC1)[C@@H]1C[C@H](C1)CNC=1C=C2C(N(C(C2=CC1)=O)C1C(NC(CC1)=O)=O)=O